1,4-dihydro-2,7-naphthyridin-3(2H)-one C1NC(CC2=CC=NC=C12)=O